2-Methoxy-4-methyl-N-(4-phenylbutyl)-1H-imidazole-1-carboxamide COC=1N(C=C(N1)C)C(=O)NCCCCC1=CC=CC=C1